N-[1-[3-(trifluoromethyl)phenyl]ethyl]-4-oxo-1,2,3-benzotriazine-3(4H)-acetamide FC(C=1C=C(C=CC1)C(C)NC(CN1N=NC2=C(C1=O)C=CC=C2)=O)(F)F